3-hydroxy-4-(1H-phenanthro[9,10-d]imidazole-2-yl)benzaldehyde OC=1C=C(C=O)C=CC1C1=NC2=C(N1)C1=CC=CC=C1C=1C=CC=CC12